N6,N6-Bis(tert-butoxycarbonyl)-9-[(2R)-2-hydroxy-3-diethylphosphonopropyl]adenine C(C)(C)(C)OC(=O)N(C1=C2N=CN(C2=NC=N1)C[C@H](CP(=O)(OCC)OCC)O)C(=O)OC(C)(C)C